5-amino-6-(((1-methylcyclopropyl)Methyl)amino)picolinic acid methyl ester COC(C1=NC(=C(C=C1)N)NCC1(CC1)C)=O